1,2-dibutoxy-3-propanol nitrate [N+](=O)([O-])OCC(COCCCC)OCCCC